tert-butyl N-[6-[(2R)-2-(tert-butoxycarbonylamino)-3-methoxy-propyl]-2-chloro-7-methyl-thieno[3,2-d]pyrimidin-4-yl]-N-(2-furylmethyl)carbamate C(C)(C)(C)OC(=O)N[C@H](CC1=C(C=2N=C(N=C(C2S1)N(C(OC(C)(C)C)=O)CC=1OC=CC1)Cl)C)COC